6-[2-fluoro-4-(4-hydroxybutoxy)-3-vinylphenyl]-5-methyl-4,5-dihydro-2H-pyridazin-3-one FC1=C(C=CC(=C1C=C)OCCCCO)C=1C(CC(NN1)=O)C